C1(=CC=CC=C1)C1(C=CC=C1)[Ti](C1=CC=C(C=C1)C)(C1=CC=C(C=C1)C)C1(C=CC=C1)C1=CC=CC=C1 bis-(phenyl-cyclopentadienyl)di-p-tolyl-titanium